N-{(1R)-5-[5-((1R)-1-hydroxyethyl)(1,2,4-oxadiazol-3-yl)]indanyl}(1-methylpyrazol-4-yl)carboxamide O[C@H](C)C1=NC(=NO1)C=1C=C2CC[C@H](C2=CC1)NC(=O)C=1C=NN(C1)C